tert-butyl (2-((3-((5-bromothiophen-2-yl)methyl)-2-oxo-2,3-dihydro-1H-imidazol-1-yl)methyl)-3,3-difluoroallyl)carbamate BrC1=CC=C(S1)CN1C(N(C=C1)CC(CNC(OC(C)(C)C)=O)=C(F)F)=O